C(C)(C)(C)OC(=O)N1CCC(CC1)NC=1C=NC2=CC=CC=C2C1 4-(quinolin-3-ylamino)piperidine-1-carboxylic acid tert-butyl ester